tert-butyl 3-(2-cyclopentylthio-5-oxo-7,8-dihydropyrido[4,3-d]pyrimidin-6(5H)-yl)propanoate C1(CCCC1)SC=1N=CC2=C(N1)CCN(C2=O)CCC(=O)OC(C)(C)C